C/C(=C\\C=C\\C=C(/C)\\C=C\\C=C(/C)\\C(=O)O[C@H]1[C@@H]([C@H]([C@@H]([C@H](O1)CO)O)O)O)/C=C/C=C(\\C)/C(=O)O The molecule is a dicarboxylic acid monoester resulting from the formal condensation of one of the carboxylic acid groups of crocetin with the anomeric hydroxy group of beta-D-glucopyranose. It is a dicarboxylic acid monoester and a beta-D-glucoside. It derives from a crocetin and a beta-D-glucose. It is a conjugate acid of a beta-D-glucosyl crocetin(1-).